Cl.ClCCCCN 4-chloro-1-butylamine hydrochloride